1-(6,7-dichloro-9-(2-fluorophenyl)-1,3,4,5-tetrahydro-2H-pyrrolo[3,2-c:4,5-c']dipyridin-2-yl)-2-hydroxyethan-1-one ClC1=C2C(=C(N=C1Cl)C1=C(C=CC=C1)F)C=1CN(CCC1N2)C(CO)=O